C1(CCCC1)C1=C(C=C(COC2=CC=3C4=C(NC3C=C2)CCC4)C=C1)C(F)(F)F 7-(4-cyclopentyl-3-(trifluoromethyl)benzyloxy)-1,2,3,4-tetrahydrocyclopenta[b]indol